butyl phosphate styreneacryloyloxyhexyldihydrogen-phosphat C(=CC1=CC=CC=C1)C=CC(=O)OCCCCCCOP(=O)(O)O.P(=O)(OCCCC)(O)O